C(C)(C)(C)C1CC(C1)O (1R,3R)-3-(tert-butyl)cyclobutan-1-ol